ClC=1C(=CC(=C(OCC(=O)O)C1)OCC)C=O (5-CHLORO-2-ETHOXY-4-FORMYLPHENOXY)ACETIC ACID